O=C1NC(CC[C@@H]1N1C(C2=CC=C(C=C2C1)N1CCN(CC1)CC1CCN(CC1)C1=CC=C(C=C1)C=1C=2C=CC(=CC2CCC1C1=CC=CC=C1)C(=O)O)=O)=O (S)-5-(4-(4-((4-(2-(2,6-dioxopiperidin-3-yl)-1-oxoisoindolin-5-yl)piperazin-1-yl)methyl)piperidin-1-yl)phenyl)-6-phenyl-7,8-dihydronaphthalene-2-carboxylic acid